tert-butyl 4-{2-[1-(2,6-dioxopiperidin-3-yl)-3-methyl-2-oxo-1,3-benzodiazol-5-yl]ethyl}piperazine-1-carboxylate O=C1NC(CCC1N1C(N(C2=C1C=CC(=C2)CCN2CCN(CC2)C(=O)OC(C)(C)C)C)=O)=O